N1=NC(=CC=C1)C1=C(CNC(OC(C)(C)C)=O)C=CC=C1 tert-butyl (2-(pyridazin-3-yl)benzyl)carbamate